Tert-butyl-5-(2-acetyl-5-chlorophenyl)-6-methoxypyridazin-3(2H)-one C(C)(C)(C)N1N=C(C(=CC1=O)C1=C(C=CC(=C1)Cl)C(C)=O)OC